(2R)-2-(tert-butoxycarbonylamino)-2-cyclobutyl-acetic acid C(C)(C)(C)OC(=O)N[C@@H](C(=O)O)C1CCC1